2-(3,4-dimethoxyphenyl)-7-(piperidin-3-yl)-4H-pyrido[1,2-a]pyrimidin-4-one COC=1C=C(C=CC1OC)C=1N=C2N(C(C1)=O)C=C(C=C2)C2CNCCC2